C(C1=CC(C(=O)C2=C(C=CC=C2)O)=CC=C1)(=O)C1=C(C=CC=C1)O isophthaloyl-diphenol